C(#N)C(C)CC 2-cyanobutane